2-((2S,4S)-1-acryloyl-4-(8-chloro-4-(3-(dimethylamino)azetidin-1-yl)-6-fluoro-7-(quinolin-8-yl)-1H-imidazo[4,5-c]quinolin-1-yl)piperidin-2-yl)acetonitrile C(C=C)(=O)N1[C@@H](C[C@H](CC1)N1C=NC=2C(=NC=3C(=C(C(=CC3C21)Cl)C=2C=CC=C1C=CC=NC21)F)N2CC(C2)N(C)C)CC#N